(4-(methylamino)phenyl)(phenyl)methanone CNC1=CC=C(C=C1)C(=O)C1=CC=CC=C1